CC1(OB(OC1(C)C)C1=CC=C(C=C1)S(=O)(=O)N1C[C@@H]([C@@H](CC1)NC1=NC=C(C=C1)C(F)(F)F)CO)C [(3S,4R)-1-[4-(4,4,5,5-tetramethyl-1,3,2-dioxaborolan-2-yl)phenyl]sulfonyl-4-[[5-(trifluoromethyl)-2-pyridyl]amino]-3-piperidyl]methanol